4-Methoxyphenyl (methyl 2,4-di-O-acetyl-β-D-glucopyranuronate) C[C@]1(O)[C@H](OC(C)=O)[C@@H](O)[C@H](OC(C)=O)[C@H](O1)C(=O)OC1=CC=C(C=C1)OC